[Ag].[S].[Li] lithium sulfur silver